[Co](Cl)Cl.[Ni] nickel-cobalt chloride